C(#N)C=1C=C(C=C2CC(CC12)CO)NC(OC(C)(C)C)=O tert-butyl N-[7-cyano-2-(hydroxymethyl)indan-5-yl]carbamate